(R)-4-[6-Fluoro-2-(5-fluoro-2-pyridyl)-6-(trifluoromethoxymethyl)-5,7-dihydro-4H-pyrazolo[1,5-a]pyridin-3-yl]-1H-pyrazolo[3,4-b]pyridine F[C@@]1(CCC=2N(C1)N=C(C2C2=C1C(=NC=C2)NN=C1)C1=NC=C(C=C1)F)COC(F)(F)F